2-bromo-6-(1-(2-(trifluoromethyl)phenyl)vinyl)aniline BrC1=C(N)C(=CC=C1)C(=C)C1=C(C=CC=C1)C(F)(F)F